C(C)(C)[Si](C(C)C)(C(C)C)C#CC1=C2C=CC(=CC2=CC=C1)O 5-((triisopropylsilyl)ethynyl)naphthalen-2-ol